4-methyl-3,5-dihydroxyiodo-biphenyl CC1=C(C(=C(C=C1O)C1=CC=CC=C1)I)O